O[C@@H]1C[C@H](N(C1)C([C@H](C(C)(C)C)NC(COCCOCC(=O)O)=O)=O)C(NCC1=CC=C(C=C1)C1=C(N=CS1)C)=O 2-(2-(2-(((S)-1-((2S,4R)-4-Hydroxy-2-((4-(4-methylthiazol-5-yl)benzyl)carbamoyl)pyrrolidin-1-yl)-3,3-dimethyl-1-oxobutan-2-yl)amino)-2-oxoethoxy)ethoxy)acetic acid